bis(dodecylammonium) tetrachloromanganate [Mn](=O)(=O)([O-])Cl.[Mn](=O)(=O)(O)Cl.[Mn](=O)(=O)(O)Cl.[Mn](=O)(=O)([O-])Cl.C(CCCCCCCCCCC)[NH3+].C(CCCCCCCCCCC)[NH3+]